FC1=C(C(=C(C(=C1C(=O)NCCCCCCCC(=O)O)F)F)F)F 8-(pentafluorobenzoyl)aminocaprylic acid